(3-((benzyloxy)methyl)-4-ethyl-5-oxo-4,5-dihydro-1H-1,2,4-triazol-1-yl)-2-(2-chloro-4-methylpyridin-3-yl)-7-fluoro-4-isopropylisoquinolin-1(2H)-one C(C1=CC=CC=C1)OCC1=NN(C(N1CC)=O)C=1N(C(C2=CC(=CC=C2C1C(C)C)F)=O)C=1C(=NC=CC1C)Cl